thiodioctadecyl alcohol S(CCCCCCCCCCCCCCCCCCO)CCCCCCCCCCCCCCCCCCO